C(C)OC(=O)C1=NN(C(=C1CCNC1(CC1)CC#N)Cl)CC1=C(C=CC=C1F)F 5-chloro-4-(2-((1-(cyanomethyl)cyclopropyl)amino)ethyl)-1-(2,6-difluorobenzyl)-1H-pyrazole-3-carboxylic acid ethyl ester